NC1=C(C=C(C=N1)NC(C(=O)N1C(CCC(C1)C)C=1SC=CC1)=O)C N-(6-amino-5-methylpyridin-3-yl)-2-(5-methyl-2-(thiophen-2-yl)piperidin-1-yl)-2-oxoacetamide